(Z)-3-(3-bromo-4-fluorobenzylidene)-2-(quinolin-8-yl)isoindolin-1-one BrC=1C=C(\C=C\2/N(C(C3=CC=CC=C23)=O)C=2C=CC=C3C=CC=NC23)C=CC1F